N-cyclopropyl-5-(4,5-dioxaborolan-2-yl)pyrimidin-2-amine C1(CC1)NC1=NC=C(C=N1)C1BOOC1